COC(=O)C=1C(C(=C(OC1C)N)C#N)C=1SC2=C(N1)C=CC=C2 2-amino-3-cyano-4-(2-benzothiazolyl)-6-methyl-4H-pyran-5-carboxylic acid methyl ester